COC1C(OC2=CC=C(C=C2C1=O)C=CC1=CC=CC=C1)=O methoxy-6-styryl-2H-chromone-2-one